(R)-5-amino-3-(2-(4-(2,4-difluoro-5-(methyl-sulfinyl)phenyl)piperazin-1-yl)ethyl)-8-(furan-2-yl)thiazolo[5,4-e][1,2,4]triazolo[1,5-c]pyrimidin-2(3H)-one NC1=NC2=C(C=3N1N=C(N3)C=3OC=CC3)SC(N2CCN2CCN(CC2)C2=C(C=C(C(=C2)[S@](=O)C)F)F)=O